C(C)OCOC1=C(C=CC(=C1)C#C)C1=C(N=C(N=N1)N)C1CC1 6-(2-(ethoxymethoxy)-4-ethynylphenyl)-5-cyclopropyl-1,2,4-triazine-3-amine